C(C)OC=1C(=CC(=NC1)C=1N=C(SC1)NC1=NC=CC(=C1)C)C 4-(5-ethoxy-4-methylpyridin-2-yl)-N-(4-methylpyridin-2-yl)thiazol-2-amine